(1,2,2-trifluorovinyl) borate B(OC(=C(F)F)F)([O-])[O-]